methyl 2-(5-cyano-2-methoxypyridin-4-yl)propanoate C(#N)C=1C(=CC(=NC1)OC)C(C(=O)OC)C